9-(3-bromobenzo[b]thiophen-6-yl)-9H-carbazole-1,2,3,4,5,6,7,8-d8 BrC=1C2=C(SC1)C=C(C=C2)N2C1=C(C(=C(C(=C1C=1C(=C(C(=C(C21)[2H])[2H])[2H])[2H])[2H])[2H])[2H])[2H]